FC(C1=CC(=NC=C1)N1CCC2(CCNC2=O)CC1)(F)F 8-[4-(trifluoromethyl)pyridin-2-yl]-2,8-diazaspiro[4.5]decan-1-one